FC=1C=C2C=C(C=NC2=CC1F)NC1=NC(=NC=C1)NC=1C=NC(=C(C1)OC)N1CC(OCC1)(C)C N4-(6,7-difluoroquinolin-3-yl)-N2-(6-(2,2-dimethylmorpholino)-5-methoxypyridin-3-yl)pyrimidine-2,4-diamine